tert-butyl (R,S)-(1-oxo-1-(((phenyl-d5)methyl)amino)propan-2-yl)carbamate O=C([C@@H](C)NC(OC(C)(C)C)=O)NCC1=C(C(=C(C(=C1[2H])[2H])[2H])[2H])[2H]